C(C)(C)N1C(CNC=2C1=NC(=CN2)C=2C(=NC(=CC2)C2=NN=CN2)C)=O 1-isopropyl-7-(2-methyl-6-(4H-1,2,4-triazol-3-yl)pyridin-3-yl)-3,4-dihydropyrazino[2,3-b]pyrazin-2(1H)-one